methyl-(2-(phenylethynyl)phenyl)sulfane CSC1=C(C=CC=C1)C#CC1=CC=CC=C1